titanium bis(ethylacetoacetate) diisopropoxide CC([O-])C.CC([O-])C.C(C)CC(CC(=O)[O-])=O.C(C)CC(CC(=O)[O-])=O.[Ti+4]